9-[4-(4-fluoro-3-methoxyphenoxy)phenyl]-7-methyl-3,4-dihydropyrido[2,1-c][1,2,4]thiadiazine 2,2-dioxide FC1=C(C=C(OC2=CC=C(C=C2)C2=CC(=CN3C2=NS(CC3)(=O)=O)C)C=C1)OC